4-bromo-1-(cyanomethyl)-1H-pyrrole-2-carboxylic acid methyl ester COC(=O)C=1N(C=C(C1)Br)CC#N